CC(CCC(=O)O)(CCCN)C 4,4-dimethyl-7-aminoheptanoic acid